ClC=1C(N(C(C1Cl)O)CC1=CC=C(C=C1)N1CCN(CC1)C(CN)=O)=O 3,4-Dichloro-1-(4-(4-glycylpiperazin-1-yl)benzyl)-5-hydroxy-1,5-dihydro-2H-pyrrol-2-one